N-[4-methyl-5-[3-methyl-4-(trifluoromethoxy)phenyl]thiazol-2-yl]-8-oxo-6,7-dihydro-5H-indolizine-5-carboxamide CC=1N=C(SC1C1=CC(=C(C=C1)OC(F)(F)F)C)NC(=O)C1N2C=CC=C2C(CC1)=O